C(#C)C1CN(CC1)C(=O)[O-] 3-ethynylpyrrolidine-1-carboxylate